2,4-dichloropyridine-3-carbonitrile ClC1=NC=CC(=C1C#N)Cl